ClC1=CC=C(C(=N1)C(=O)O)NC(C)C1=CC(=CC=2C=3N(C(=NC12)N1CC(C1)C(F)(F)F)C=C(N3)C(F)(F)F)C 6-chloro-3-((1-(9-methyl-2-(trifluoromethyl)-5-(3-(trifluoromethyl)azetidin-1-yl)imidazo[1,2-c]quinazolin-7-yl)ethyl)amino)picolinic acid